C(C=1C(C(=O)O)=CC=CC1)(=O)O.ClCCC(CO)O 3-chloromethyl-1,2-propanediol phthalate